((1-(4-(3-(3-(tert-butyl)-1H-pyrazol-5-yl)ureido)phenyl)-1H-benzo[d]imidazol-5-yl)oxy)-N-(2-(2,6-dioxopiperidin-3-yl)-1-oxoisoindol-4-yl)heptanamide C(C)(C)(C)C1=NNC(=C1)NC(NC1=CC=C(C=C1)N1C=NC2=C1C=CC(=C2)OC(C(=O)NC2=C1CN(C(C1=CC=C2)=O)C2C(NC(CC2)=O)=O)CCCCC)=O